NC1=NC=NN2C1=C(C=C2Br)CN2CCS(CC2)(=O)=O 4-((4-amino-7-bromopyrrolo[2,1-f][1,2,4]triazin-5-yl)methyl)thiomorpholine 1,1-dioxide